N-(5-cyano-4-((3-methoxytetrahydro-2H-thiopyran-4-yl)amino)pyridin-2-yl)-7-formyl-6-((4-methyl-2-oxopiperazin-1-yl)methyl)-3,4-dihydro-1,8-naphthyridine-1(2H)-carboxamide C(#N)C=1C(=CC(=NC1)NC(=O)N1CCCC2=CC(=C(N=C12)C=O)CN1C(CN(CC1)C)=O)NC1C(CSCC1)OC